C(C)(C)OC(C(CO)(C)C)=O 3-hydroxy-2,2-dimethylpropionic acid isopropyl ester